methyl-2-methoxy-2-methylpropionate COC(C(C)(C)OC)=O